N-(2-chloro-5-((methylamino)methyl)-4-nitrophenyl)acetamide ClC1=C(C=C(C(=C1)[N+](=O)[O-])CNC)NC(C)=O